C(C)(C)(C)OC(=O)N1[C@H](CCC=CC1)C1=C(C=CC(=C1)Cl)Br (R)-2-(2-bromo-5-chlorophenyl)-2,3,4,7-tetrahydro-1H-azepine-1-carboxylic acid tert-butyl ester